N-(2,2-difluoro-2-(3-(4-fluorophenyl)oxetan-3-yl)ethyl)-2-fluorobenzamide FC(CNC(C1=C(C=CC=C1)F)=O)(C1(COC1)C1=CC=C(C=C1)F)F